4-((tert-butoxycarbonyl)amino)-2-fluorobutanoic acid C(C)(C)(C)OC(=O)NCCC(C(=O)O)F